N-(5-methoxy-1H-pyrazol-3-yl)-6-((1S)-1-(tetrahydrofuran-3-yl)ethoxy)pyrazin-2-amine COC1=CC(=NN1)NC1=NC(=CN=C1)O[C@@H](C)C1COCC1